C(C)(C)(C)OC(C[C@H](C(=O)O)CC=C)=O (R)-2-(2-(tert-butoxy)-2-oxoethyl)pent-4-enoic acid